CON(C(=O)C1=NC=CC2=C1C=NN2C2OCCCC2)C N-Methoxy-N-methyl-1-(oxan-2-yl)pyrazolo[4,3-c]pyridine-4-carboxamide